C(CCC)OC(=O)[C@H]1[C@@H](CC=CC1)C(=O)OCCCC trans-dibutylcyclohex-4-ene-1,2-dicarboxylate